BrC1=CC2=C(C(=NO2)N(S(=O)(=O)C2=C(C=C(C(=O)OC)C=C2)OC)CC2=CC=C(C=C2)OC)C=C1OC Methyl 4-{(6-bromo-5-methoxy-1,2-benzoxazol-3-yl)[(4-methoxyphenyl)methyl]sulfamoyl}-3-methoxybenzoate